2-((1r,4r)-4-(Dimethylcarbamoyl)cyclohexyl)-N-(imidazo[1,2-b]pyridazin-3-yl)-6-methoxy-2H-indazole-5-carboxamide CN(C(=O)C1CCC(CC1)N1N=C2C=C(C(=CC2=C1)C(=O)NC1=CN=C2N1N=CC=C2)OC)C